tert-butyl 6-cyano-7-methylsulfonyl-3-(4,4,5,5-tetramethyl-1,3,2-dioxaborolan-2-yl)indole-1-carboxylate C(#N)C1=CC=C2C(=CN(C2=C1S(=O)(=O)C)C(=O)OC(C)(C)C)B1OC(C(O1)(C)C)(C)C